OC(CC(=O)O)C(CCCC)O 3,4-dihydroxyoctanoic acid